2-chloro-4-((2-methoxy-3-(2-(tetrahydro-2H-pyran-4-yl)thiazol-5-yl)phenyl)amino)-1,6-naphthyridin ClC1=NC2=CC=NC=C2C(=C1)NC1=C(C(=CC=C1)C1=CN=C(S1)C1CCOCC1)OC